1-(cyanomethyl)-N-((3S,4S)-1-(2,2-difluoroethyl)-3-methylpiperidin-4-yl)-6-(3-((2-methoxy-4-(methylsulfonyl)phenyl)amino)prop-1-yn-1-yl)-1H-benzo[d]imidazole-4-carboxamide C(#N)CN1C=NC2=C1C=C(C=C2C(=O)N[C@@H]2[C@H](CN(CC2)CC(F)F)C)C#CCNC2=C(C=C(C=C2)S(=O)(=O)C)OC